rel-3-(5-(difluoromethyl)-1,3,4-thiadiazol-2-yl)-8-((2S,5R)-5-ethyl-2-(hydroxymethyl)morpholino)-N-(3-methyloxetan-3-yl)imidazo[1,5-a]pyridine-6-sulfonamide FC(C1=NN=C(S1)C1=NC=C2N1C=C(C=C2N2C[C@H](OC[C@H]2CC)CO)S(=O)(=O)NC2(COC2)C)F |o1:18,21|